C(C)(C)(C)OC(=O)N1CCN(CC1)C1=NC=C(C=N1)C(C)C1=CC=C(C=C1)F 4-{5-[1-(4-fluorophenyl)ethyl]pyrimidin-2-yl}piperazine-1-carboxylic acid tert-butyl ester